BrC1=C2CN(C(C2=CC(=C1)[N+](=O)[O-])=O)[C@H]1C[C@@H](CC1)C(=O)NC1=CC(=C(C=C1)C)OC (1R,3R)-3-(4-Bromo-6-nitro-1-oxoisoindolin-2-yl)-N-(3-methoxy-4-methylphenyl)cyclopentanecarboxamide